1-(3-chlorophenyl)-3-[[2-(2,2,2-trifluoroethyl)pyridin-4-yl]methyl]urea ClC=1C=C(C=CC1)NC(=O)NCC1=CC(=NC=C1)CC(F)(F)F